NC1=NC=2C=CC(=CC2C2=C1C=NN2C)C(=O)N(N2C(CCCC2)=O)CC=2C=NC(=CC2)C(C)(O)C 4-amino-N-[[6-(1-hydroxyl-methyl-ethyl)-3-pyridyl]methyl]-1-methyl-N-(2-oxo-1-piperidyl)pyrazolo[4,3-c]quinoline-8-carboxamide